CC=1N(/C(/SC1)=N/C(OCC)=O)C1=CC=CC=C1 (Z)-Ethyl (4-methyl-3-phenylthiazol-2(3H)-ylidene)carbamate